BrC=1C=C(C=C2C(N(C(NC12)C1=NC=C(C=N1)C)C)=O)C 8-bromo-3-methyl-6-methyl-2-(5-methyl-2-pyrimidinyl)-1,2,3,4-tetrahydro-4-quinazolinone